N1=C(C=CC=2N=C3COCC4(N3C21)CCOC2=CC=CC=C24)C=2C=NC(=NC2)N2C[C@@H]4N(CC2)C(NC4)=O (8aR)-7-(5-(6',8'-dihydrospiro[chromane-4,9'-pyrido[3',2':4,5]imidazo[2,1-c][1,4]oxazin]-2'-yl)pyrimidin-2-yl)hexahydroimidazo[1,5-a]pyrazin-3(2H)-one